5-chloro-2-(7-fluoro-chroman-4-yl)-4-methylbenzoic acid methyl ester COC(C1=C(C=C(C(=C1)Cl)C)C1CCOC2=CC(=CC=C12)F)=O